ClC1=CC(=C(C=C1F)NC(=O)N[C@@H](C)C=1N(N=CN1)C1=NC=CC=N1)I 1-(4-chloro-5-fluoro-2-iodo-phenyl)-3-[(1S)-1-(2-pyrimidin-2-yl-1,2,4-triazol-3-yl)ethyl]urea